1-(7-(4-Chloro-2-(3-(2-(pyrrolidin-1-yl)ethoxy)phenyl)-1H-pyrrolo[2,3-b]pyridin-3-yl)-3,4-dihydrochinolin-1(2H)-yl)prop-2-en-1-on ClC1=C2C(=NC=C1)NC(=C2C2=CC=C1CCCN(C1=C2)C(C=C)=O)C2=CC(=CC=C2)OCCN2CCCC2